anthracene-1,2,10-triol C=1(C(=CC=C2C(=C3C=CC=CC3=CC12)O)O)O